CC1C(C1)CC1CCCC1 methyl-2-(cyclopentylmethyl)cyclopropane